(R)-N-Methyl-2,3,4,4a,5,6-hexahydro-1H-pyrazino[1,2-a]pyrido[2,3-e]pyrazine-8-carboxamide CNC(=O)C=1C=CC2=C(NC[C@@H]3N2CCNC3)N1